ClC1(CC(=CC=C1)Cl)N=C=O 1,3-dichlorophenyl isocyanate